(2-(2-fluoroethoxy)phenyl)(1-methyl-4,10-dihydrobenzo[b]pyrazolo[3,4-e][1,4]diazepin-5(1H)-yl)methanone FCCOC1=C(C=CC=C1)C(=O)N1C2=C(NC3=C(C1)C=NN3C)C=CC=C2